maleimido-oxysuccinimide C1(C=CC(N1OC1C(=O)NC(C1)=O)=O)=O